7-((1-acryloyl-3-(2,3-dichloro-6-fluorophenyl)pyrrolidin-3-yl)amino)-2-(methyl-d3)isoquinolin-1(2H)-one C(C=C)(=O)N1CC(CC1)(C1=C(C(=CC=C1F)Cl)Cl)NC1=CC=C2C=CN(C(C2=C1)=O)C([2H])([2H])[2H]